C1(CCCCC1)C(C)OC(C=CC)=O 1-Cyclohexylethyl-2-butenoate